FC=1C=C(C=C2CCN(CC12)C1CC2(C1)CCCC2)C(=O)NO 8-fluoro-2-spiro[3.4]octan-2-yl-3,4-dihydro-1H-isoquinoline-6-carbohydroxamic acid